ClC1=CN=C(C=2N1N=C(C2)C=2C(NC(NC2)=O)=O)N2CC(C(C2)(C)C)(F)F 5-[7-chloro-4-(3,3-difluoro-4,4-dimethyl-pyrrolidin-1-yl)pyrazolo[1,5-a]pyrazin-2-yl]-1H-pyrimidine-2,4-dione